FCCOCCOC1=C(C=O)C=CC=C1 2-(2-(2-fluoroethoxy)ethoxy)benzaldehyde